N[C@@H](CC(=O)[O-])C(=O)[O-].C(CCC)[N+](CCCC)(CCCC)CCCC.C(CCC)[N+](CCCC)(CCCC)CCCC tetrabutyl-ammonium aspartate